piperidine-2,5-dione N1C(CCC(C1)=O)=O